C1(CC1)CN1C(C2=CC=C(C=C2C1)NC1=CC=C(C=C1)N1CCC(CC1)C(F)(F)F)=O 2-(cyclopropylmethyl)-5-((4-(4-(trifluoromethyl)piperidin-1-yl)phenyl)amino)isoindolin-1-one